C(=O)(OCC1C2=CC=CC=C2C2=CC=CC=C12)N[C@@H](CC1=CC=CC=C1)C(=O)O fmocphenylalanine